(2-(5'-fluoro-1'-methyl-3-phenyl-1H,1'H-[4,6'-biindazol]-1-yl)acetyl)glycylglycine FC=1C=C2C=NN(C2=CC1C=1C=2C(=NN(C2C=CC1)CC(=O)NCC(=O)NCC(=O)O)C1=CC=CC=C1)C